NCC=1C=CC(=C(C(=O)NC(C)C=2C=C(C=C(C2)C=2C=NN(C2)C)C2=CC(=CC=C2)Cl)C1)C 5-(aminomethyl)-N-(1-(3'-chloro-5-(1-methyl-1H-pyrazol-4-yl)-[1,1'-biphenyl]-3-yl)ethyl)-2-methylbenzamide